2-cyclopropyl-6-p-fluorophenyl-5-oxo-2,5-dihydropyridazine-4-carboxylic acid C1(CC1)N1N=C(C(C(=C1)C(=O)O)=O)C1=CC=C(C=C1)F